(R)-N-(1-(2-fluoroethyl)piperidin-3-yl)-1-(4-methoxyphenyl)pyrido[3,4-d]pyridazin-4-amine FCCN1C[C@@H](CCC1)NC=1N=NC(=C2C1C=NC=C2)C2=CC=C(C=C2)OC